Azetidine-3-carboxylic acid N1CC(C1)C(=O)O